nitrilotris(ethylene) N(C=C)(C=C)C=C